C(C)N[C@@H](CCC(=O)NCC)C(=O)O ethyl-theanine